5'-deoxy-5'-chloroadenosine ClC[C@@H]1[C@H]([C@H]([C@@H](O1)N1C=NC=2C(N)=NC=NC12)O)O